BrC=1C=C2COC(C2=CC1)(C)C 5-Bromo-1,1-dimethyl-1,3-dihydroisobenzofuran